N-(4-trifluoromethylphenyl)-5-chloro-3-acetylsalicylamide FC(C1=CC=C(C=C1)NC(C=1C(O)=C(C=C(C1)Cl)C(C)=O)=O)(F)F